O=C1C(CC2(OCCO2)CC1)C1=CC=C(C#N)C=C1 4-(8-oxo-1,4-dioxaspiro[4.5]decan-7-yl)benzonitrile